FC1=CC=C(C=C1)C1=C(C(=NN1)C(F)(F)F)C#N 5-(p-fluorophenyl)-3-(trifluoromethyl)-1H-pyrazole-4-carbonitrile